(R)-6-(3-cyanophenyl)-N-(1-cyanopyrrolidin-3-yl)-3-fluoroimidazo[1,2-a]pyridine-2-carboxamide C(#N)C=1C=C(C=CC1)C=1C=CC=2N(C1)C(=C(N2)C(=O)N[C@H]2CN(CC2)C#N)F